OCCCN(CCCN(CCCCCC(=O)[O-])CCCCCC(=O)OCCCCCCCCCCCCCCCCCCCCCCCC)CCCCCC(OCCCCCCCCCCCCCC)=C=O tetracosyl 6,6'-((3-((3-hydroxypropyl)(6-carbonyl-6-(tetradecyloxy)hexyl)amino)propyl)azanediyl)dihexanoate